OC(C(C(=O)O)CCCCCCCC)CC(=O)O 3-hydroxy-2-octylpentanedioic acid